COC1=C(C=CC=C1)C1=CC=NC=C1C(=O)O 4-(2-methoxyphenyl)nicotinic acid